BrCC1=CC(=NO1)C(F)(F)F 5-(bromo-methyl)-3-(trifluoro-methyl)isoxazole